C(C)OC=1C=CC(=NC1)N1CC(C1)OC=1C=C(C=CC1OC)[C@H]1[C@](CN(C1)C([C@H](CO)O)=O)(C)[C@@H](C)O (S)-1-((3S,4S)-4-(3-((1-(5-ethoxypyridin-2-yl)azetidin-3-yl)oxy)-4-methoxyphenyl)-3-((R)-1-hydroxyethyl)-3-methylpyrrolidin-1-yl)-2,3-dihydroxypropan-1-one